C(C)OC([C@H](N)CC(C)C)=O R-leucine ethyl ester